3-amino-6-phenethyl-5-(p-tolyl)pyrazine-2-carbonitrile NC=1C(=NC(=C(N1)C1=CC=C(C=C1)C)CCC1=CC=CC=C1)C#N